3-(2-hydroxyethoxy)propan-1-ol OCCOCCCO